ClC=1N=C(C2=C(N1)SC=N2)OCC2=CC(=C(C=C2)C=2N(C=C(N2)C(F)(F)F)C)F 5-chloro-7-((3-fluoro-4-(1-methyl-4-(trifluoromethyl)-1H-imidazol-2-yl)benzyl)oxy)thiazolo[5,4-d]pyrimidine